C(CCCCCCCCCCC)C=1C=C(C=C(C1O)C(CCCCCCCCCCCCCCCC)C)C 6-dodecyl-2-(1-methylheptadecyl)-p-cresol